C1(=CC=CC=C1)C1=NC(=CC(=N1)C1=C(C#N)C(=C(C(=C1N1C2=CC=CC=C2C=2C=C(C=CC12)C1=CC=CC=C1)N1C2=CC=CC=C2C=2C=C(C=CC12)C1=CC=CC=C1)N1C2=CC=CC=C2C=2C=C(C=CC12)C1=CC=CC=C1)N1C2=CC=CC=C2C=2C=C(C=CC12)C1=CC=CC=C1)C1=CC=CC=C1 2-(2,6-diphenylpyrimidin-4-yl)-3,4,5,6-tetrakis(3-phenyl-9H-carbazol-9-yl)benzonitrile